C1(=CC=CC=C1)N1C(=CC2=CC=CC=C12)P(C(C)(C)C)C(C)(C)C N-phenyl-2-(di-tert-butylphosphino)indole